S(=O)(=O)(O)C1=CC=C(C)C=C1.CC=1NC=2C=CC=C(C2C1)C(=O)N 2-methyl-1H-indole-4-carboxamide tosylate